COP(=O)(OC)OC(C(Cl)(Cl)Br)Br The molecule is an dialkyl phosphate resulting from the formal condensation of the acidic hydroxy group of dimethyl hydrogen phosphate with the alcoholic hydroxy group of 1,2-dibromo-2,2-dichloroethanol. An organophosphate insecticide, it is no longer approved for use within the European Union. It has a role as an EC 3.1.1.7 (acetylcholinesterase) inhibitor, an EC 3.1.1.8 (cholinesterase) inhibitor, an acaricide, an agrochemical, an antibacterial agent and an antifungal agent. It is a dialkyl phosphate, an organophosphate insecticide, an organochlorine compound and an organobromine compound.